CC1=CC=C(S1)C1=COC=2N=CN=C(C21)SC2=NN=C(O2)CN2C(CCC2)=O 1-((5-((5-(5-methylthiophen-2-yl)furo[2,3-d]pyrimidin-4-yl)thio)-1,3,4-oxadiazol-2-yl)methyl)pyrrolidin-2-one